dodecyl-phenylenediamine C(CCCCCCCCCCC)NC1=C(C=CC=C1)N